[NH3+][C@@H](CC1=CC=C(C=C1)O)C(=O)O tyrosinium